5-methyl-N-(3-(((7-(pyridin-4-yl)-2,3-dihydrofuro[3,2-c]pyridin-4-yl)amino)methyl)phenyl)-4,5,6,7-tetrahydrothiazolo[4,5-c]pyridine-2-carboxamide CN1CC2=C(CC1)SC(=N2)C(=O)NC2=CC(=CC=C2)CNC2=NC=C(C1=C2CCO1)C1=CC=NC=C1